tellurosulfate S(=[Te])(=O)([O-])[O-]